7-Bromo-1,6-dimethyl-4-[4-(5-methyl-1,3-benzooxazol-2-yl)piperidin-1-yl]-2-oxo-1,2-dihydro-quinoline-3-carbonitrile BrC1=C(C=C2C(=C(C(N(C2=C1)C)=O)C#N)N1CCC(CC1)C=1OC2=C(N1)C=C(C=C2)C)C